5,2'-dihydroxybiphenyl OC=1C=CC=C(C1)C1=C(C=CC=C1)O